C1(CCCCC1)OC(=O)C#CC(=O)O monocyclohexyl-acetylenedicarboxylic acid